(1-nitrosopyrrolidin-3-yl)carbamic acid tert-butyl ester C(C)(C)(C)OC(NC1CN(CC1)N=O)=O